CC(CC(=O)NC1=CC(NN1CC1=C2C=CNC2=CC=C1)=O)(C)C 5-(3,3-dimethylbutanamido)-N-(1H-indol-4-ylmethyl)pyrazolon